BrC1=C(C=CC=C1)C1(CC1)N 1-(2-bromophenyl)cyclopropanamine